ClC=1C=CC(=C(C1)C1=CC(=C(N=N1)OCCN(C)C)NC1=C2C(=NC=C1)NN=C2)F 6-(5-chloro-2-fluorophenyl)-3-[2-(dimethylamino)ethoxy]-N-{1H-pyrazolo[3,4-b]pyridin-4-yl}pyridazin-4-amine